methyl (2S,4R)-4-hydroxy-1-(3-(5-(2-methyl-[1,1'-biphenyl]-3-yl)-1,3,4-oxadiazol-2-yl)benzyl)pyrrolidine-2-carboxylate O[C@@H]1C[C@H](N(C1)CC1=CC(=CC=C1)C=1OC(=NN1)C=1C(=C(C=CC1)C1=CC=CC=C1)C)C(=O)OC